(E)-1-(2,4-Dihydroxyphenyl)-3-[4-methoxy-3-[(2-methylphenoxy)methyl]phenyl]prop-2-en-1-one OC1=C(C=CC(=C1)O)C(\C=C\C1=CC(=C(C=C1)OC)COC1=C(C=CC=C1)C)=O